(R)-N-(2,6-dichlorophenyl)-4-methoxy-2-((1-(1-methylazepan-4-yl)-1H-pyrazol-4-yl)amino)pyrimidine-5-carboxamide ClC1=C(C(=CC=C1)Cl)NC(=O)C=1C(=NC(=NC1)NC=1C=NN(C1)[C@H]1CCN(CCC1)C)OC